[3-[3-(2-methoxyphenyl)-1H-pyrazolo[3,4-b]pyridin-4-yl]phenyl]methanol tert-butyl-((1S,3R)-3-(4-methoxybenzamido)cyclohexyl)-carbamate C(C)(C)(C)N(C(=O)OCC1=CC(=CC=C1)C1=C2C(=NC=C1)NN=C2C2=C(C=CC=C2)OC)[C@@H]2C[C@@H](CCC2)NC(C2=CC=C(C=C2)OC)=O